NC=1C(=CC2=C(C=C(S2)C(=O)OCC)C1Br)OC ethyl 5-amino-4-bromo-6-methoxy-1-benzothiophene-2-carboxylate